NC([C@H](CCC(=O)OC(C)(C)C)NC(=O)OCC1=CC=CC=C1)=O tert-butyl (4S)-5-amino-4-(benzyloxycarbonylamino)-5-oxopentanoate